furo[3,2-h]isoquinoline-3(2H)-one O1CC(C=2C=CC=3C=CN=CC3C21)=O